N-[4-chloro-2-[(di-2-propyl-lambda4-sulfanylidene)carbamoyl]-6-cyanophenyl]-2-(3-chloro-2-pyridyl)-5-(trifluoromethyl)pyrazole-3-carboxamide ClC1=CC(=C(C(=C1)C#N)NC(=O)C=1N(N=C(C1)C(F)(F)F)C1=NC=CC=C1Cl)C(N=S(C(C)C)C(C)C)=O